10-(4-chlorobenzoyl)-6,8,9-trifluoro-1,2,3,4-tetrahydropyrido[4',3':4,5]pyrrolo[1,2-a]pyrimidine ClC1=CC=C(C(=O)C=2C3=C(N4C2NCCC4)C(=NC(=C3F)F)F)C=C1